(methoxymethyl)-1,3,5-triazin-2-amine COCC1=NC(=NC=N1)N